6-(2,4-dimethylphenyl)-2-(pyrimidin-2-yl)-5,6,7,8-tetrahydrophthalazin-1(2H)-one CC1=C(C=CC(=C1)C)C1CC=2C=NN(C(C2CC1)=O)C1=NC=CC=N1